ClC1=C(C=CC=C1)[C@H]1CC[C@H](N1C(=O)C1CCN(CC1)C1=C(C=C(C=C1)S(N(CC)CC)(=O)=O)[N+](=O)[O-])C(=O)O (2S,5R)-5-(2-chlorophenyl)-1-(1-(4-(N,N-diethylsulfamoyl)-2-nitrophenyl)piperidine-4-carbonyl)pyrrolidine-2-carboxylic acid